2-[2-chloro-4-(4-fluorophenyl)-5-(pyridin-4-yl)-1H-imidazol-1-yl]Acetyl-piperazine ClC=1N(C(=C(N1)C1=CC=C(C=C1)F)C1=CC=NC=C1)CC(=O)N1CCNCC1